tert-butyl 4-cyano-4-(5-(4,4,5,5-tetramethyl-1,3,2-dioxaborolan-2-yl)pyridin-2-yl)piperidine-1-carboxylate C(#N)C1(CCN(CC1)C(=O)OC(C)(C)C)C1=NC=C(C=C1)B1OC(C(O1)(C)C)(C)C